(6-((4-chlorobenzyl)oxy)naphthalen-2-yl)boronic acid ClC1=CC=C(COC=2C=C3C=CC(=CC3=CC2)B(O)O)C=C1